OCCNC1=C2C=C(C(N(C2=CC=C1)C)=O)C(=O)NC1=NC=CC=C1 5-(2-Hydroxyethylamino)-1-methyl-2-oxo-N-(2-pyridyl)quinoline-3-carboxamide